FC(C(=O)N[C@H]1C[C@H](N(CC1F)C(=O)N1CC2(CCCC2)[C@@H](CC1)CN1C(C=C(C=C1)C1=CC=CC=C1)=O)C1=CC=CC=C1)(F)F 2,2,2-Trifluoro-N-((2S,4S)-5-fluoro-1-((R)-10-((2-oxo-4-phenylpyridin-1(2H)-yl)methyl)-7-azaspiro[4.5]decane-7-carbonyl)-2-phenylpiperidin-4-yl)acetamide